cholest-5(4)-ene CC(C)CCC[C@@H](C)[C@H]1CC[C@H]2[C@@H]3CCC4=CCCC[C@]4(C)[C@H]3CC[C@]12C